[2-(2-azido-1,1-dimethyl-ethoxy)-2'-fluoro-5'-methoxy-biphenyl-4-yl]-methanol N(=[N+]=[N-])CC(OC1=C(C=CC(=C1)CO)C1=C(C=CC(=C1)OC)F)(C)C